C1(CC1)CNC(C1=CC(=CC=C1)CN1C(C2=CC=C(C=C2C=C1)C=1C(=NOC1)C)=O)=O N-(cyclopropylmethyl)-3-((6-(3-methylisoxazol-4-yl)-1-oxoisoquinolin-2(1H)-yl)methyl)benzamide